CC(C#N)(C)C1=NC=C(C=C1)NCC#CC=1N(C2=CC=C(C=C2C1)CNC1CCN(CC1)C(CN1CC(NCC1)=O)=O)CC(F)(F)F 2-methyl-2-{5-[(3-{5-[({1-[2-(3-oxopiperazin-1-yl)acetyl]piperidin-4-yl}amino)methyl]-1-(2,2,2-trifluoroethyl)-1H-indol-2-yl}prop-2-yn-1-yl)amino]pyridin-2-yl}propanenitrile